C(C)N1CCN(CC1)C=C N-ethyl-N'-vinylpiperazine